2-amino-1-(2,5-dimethoxy-4-methylphenyl)ethanol NCC(O)C1=C(C=C(C(=C1)OC)C)OC